OC=1C=CC(=C2C=CC(=CC12)S(=O)(=O)O)[N+](=O)[O-] 8-hydroxy-5-nitronaphthalene-2-sulfonic acid